5-Methoxy-1-(5-(methylsulfonyl)pyridin-2-yl)-1H-pyrazole-4-carboxylic acid COC1=C(C=NN1C1=NC=C(C=C1)S(=O)(=O)C)C(=O)O